CC1(CCC=2C(=NNC2C1)C1=NC=2C(=NC=C(C2)N(C(CCC(C)(F)F)=O)C)N1)C N-(2-(6,6-Dimethyl-4,5,6,7-tetrahydro-1H-indazol-3-yl)-3H-imidazo[4,5-b]pyridin-6-yl)-4,4-difluoro-N-methylpentanamide